C1(=CC=CC=C1)C=1N=C2N(C=C(C=C2C2=CC=C(C=C2)C=CC(=O)N(C)C)C2=CC=CC=C2)C1 3-(4-(2,6-diphenylimidazo[1,2-a]pyridin-8-yl)phenyl)-N,N-dimethylacrylamide